NC=1SC2=C(N1)C=CC(=C2)NC(=O)NC2CCCCC2 1-(2-aminobenzo[d]thiazol-6-yl)-3-cyclohexylurea